2-Chloro-5-fluoro-pyridin-4-amine ClC1=NC=C(C(=C1)N)F